C(C)C1=NC2=C(C=CC=C2C(=C1)S(=O)(=O)[O-])O.[Ba+2].C(C)C1=NC2=C(C=CC=C2C(=C1)S(=O)(=O)[O-])O barium 2-ethyl-8-hydroxyquinoline-4-sulfonate